N-[4-(4-amino-2-ethylimidazo[4,5-c]quinolin-1-yl)butyl]methanesulfonamide NC1=NC=2C=CC=CC2C2=C1N=C(N2CCCCNS(=O)(=O)C)CC